ClC=1C=C(C=C(C1)Cl)NC(=O)N1C2CCC1CC=1N=CN=CC12 N-(3,5-dichlorophenyl)-6,7,8,9-tetrahydro-5H-5,8-epiminocyclohepta[d]pyrimidine-10-carboxamide